ClCC(C[N+](C)(C)CCOC(C(=C)C)=O)O (3-chloro-2-hydroxypropyl)methacryloxyethyldimethyl-ammonium